(R)- and (S)-1-(4,4,4-trifluoro-3-hydroxybutyl)-1H-pyrazole-5-carboxylic acid FC([C@@H](CCN1N=CC=C1C(=O)O)O)(F)F |r|